N-((4-([1,2,4]triazolo[1,5-a]pyridin-6-yl)-5-(6-methylpyridin-2-yl)-1H-imidazole-2-yl)methyl)-2-fluoroaniline N=1C=NN2C1C=CC(=C2)C=2N=C(NC2C2=NC(=CC=C2)C)CNC2=C(C=CC=C2)F